1-cyclopropyl-4-(3-methoxy-4-((4-((2-methoxyethyl)amino)-5-(trifluoromethyl)-7H-pyrrolo[2,3-d]pyrimidin-2-yl)amino)phenyl)-1,4-azaphosphinane 4-oxide C1(CC1)N1CCP(CC1)(C1=CC(=C(C=C1)NC=1N=C(C2=C(N1)NC=C2C(F)(F)F)NCCOC)OC)=O